1,3-dibromo-2-methyl-propane BrCC(CBr)C